O1C=CNCCC1 4,5,6,7-tetrahydro-1,4-oxaazepin